C(C)[C@H]1N(CC2=CC(=CC(=C2C1)F)C(=O)OC)C[C@]12OC[C@H](N(C1)C(=O)OC(C)(C)C)C2 tert-butyl (1S,4R)-1-[[(3R)-3-ethyl-5-fluoro-7-methoxycarbonyl-3,4-dihydro-1H-isoquinolin-2-yl]methyl]-2-oxa-5-azabicyclo[2.2.1]heptane-5-carboxylate